COC(C=CCCCCCCCCCCCCCCC)=O Octadecenoic acid methyl ester